ClC1=C(C=C(C=C1)OCCCC(C)(C)O)C1=CC(=NC=C1)NC(=O)C1=NN=C(N1)CC1=C(C=CC(=C1)C(F)(F)F)F N-(4-(2-chloro-5-((4-hydroxy-4-methylpentyl)oxy)phenyl)pyridin-2-yl)-5-(2-fluoro-5-(trifluoromethyl)benzyl)-4H-1,2,4-triazole-3-carboxamide